3-Cyclopropyl-1-sulfamoyl-1H-pyrrole-2-carboxylic acid C1(CC1)C1=C(N(C=C1)S(N)(=O)=O)C(=O)O